1-methoxy-4-(iodomethyl)benzene COC1=CC=C(C=C1)CI